decaphenyl-pentasilane C1(=CC=CC=C1)[SiH2][Si]([Si]([Si]([Si](C1=CC=CC=C1)(C1=CC=CC=C1)C1=CC=CC=C1)(C1=CC=CC=C1)C1=CC=CC=C1)(C1=CC=CC=C1)C1=CC=CC=C1)(C1=CC=CC=C1)C1=CC=CC=C1